BrC1=CC(=NC=C1)CN(C(OC(C)(C)C)=O)C(COC)(C)C tert-butyl N-[(4-bromo-2-pyridyl)methyl]-N-(2-methoxy-1,1-dimethyl-ethyl)carbamate